4,4'-(Ethyne-1,2-diyl)dibenzonitrile C(#CC1=CC=C(C#N)C=C1)C1=CC=C(C#N)C=C1